(3S)-3-(4,5-difluoro-2',4',6'-trimethyl-[1,1'-biphenyl]-3-yl)-3-(2-(5-(2-(dimethylamino)ethyl)-3-fluoro-2-oxopyridin-1(2H)-yl)-4-methylpentanamido)propanoic acid FC1=C(C=C(C=C1F)C1=C(C=C(C=C1C)C)C)[C@H](CC(=O)O)NC(C(CC(C)C)N1C(C(=CC(=C1)CCN(C)C)F)=O)=O